3-((3,5-Dimethylphenyl)amino)benzo[d]isothiazole 1-oxide CC=1C=C(C=C(C1)C)NC1=NS(C2=C1C=CC=C2)=O